5-Chloro-N-(2-chloro-5-(trifluoromethyl)phenyl)-3-(N-(4-ethoxy-3-methoxyphenyl)-N-methylsulfamoyl)thiophene-2-carboxamide ClC1=CC(=C(S1)C(=O)NC1=C(C=CC(=C1)C(F)(F)F)Cl)S(N(C)C1=CC(=C(C=C1)OCC)OC)(=O)=O